FC(CN1N=CC=2C1=NC(=CN2)N2CCC1(CCN(C1)C(=O)C=1C=NC(=CC1)C(F)(F)F)CC2)F 8-[1-(2,2-difluoroethyl)-1H-pyrazolo[3,4-b]pyrazin-6-yl]-2-[6-(trifluoromethyl)pyridine-3-carbonyl]-2,8-diazaspiro[4.5]decane